C(C)(C)(C)OC(=O)N[C@@H](CC(NC1=CC=CC=C1)=O)C(=O)OC(C)(C)C tert-butyl N2-(tert-butoxycarbonyl)-N4-phenyl-L-asparaginate